2-methyl-6-vinyl-pyridine tetrafluoroborate F[B-](F)(F)F.CC1=NC(=CC=C1)C=C